ClC=1C=C(C=CC1F)NC(N([C@H](C(C)C)C1=CN=C(C2=CC=CC=C12)OC)CC)=O (R)-3-(3-chloro-4-fluorophenyl)-1-ethyl-1-(1-(1-methoxyisoquinolin-4-yl)-2-methylpropyl)urea